docosa-13-enoic acid C(CCCCCCCCCCCC=CCCCCCCCC)(=O)O